4-benzyloxy-5-chloro-2-[2-(3,4-difluoro-2-methyl-phenoxy)-4-methyl-5-(trifluoromethyl)-3-pyridyl]-1,6-naphthyridine C(C1=CC=CC=C1)OC1=CC(=NC2=CC=NC(=C12)Cl)C=1C(=NC=C(C1C)C(F)(F)F)OC1=C(C(=C(C=C1)F)F)C